(2R,3R,4R)-2-(4-Methylphenyl)-4-{2-[(propan-2-yl)amino]ethyl}-2,3,4,9-tetrahydro-1H-carbazol-3-amine CC1=CC=C(C=C1)[C@H]1CC=2NC3=CC=CC=C3C2[C@H]([C@@H]1N)CCNC(C)C